COC(C[C@@H]1[C@@H](C(CC1)=O)CCCCC)=O (1R)-cis-3-oxo-2-pentyl-1-cyclopentaneacetic acid methyl ester